7,7-difluoro-N-(3-((1s,3R)-3-methyl-1-(4-methyl-4H-1,2,4-triazol-3-yl)cyclobutyl)phenyl)-4-(((S)-3-methylpiperidin-1-yl)methyl)-6,7-dihydro-5H-cyclopenta[b]pyridine-2-carboxamide FC1(CCC=2C1=NC(=CC2CN2C[C@H](CCC2)C)C(=O)NC2=CC(=CC=C2)C2(CC(C2)C)C2=NN=CN2C)F